N1=C(C=CC=2N=C3COCC4(N3C21)CCOC2=CC=CC=C24)C=2C=NC(=NC2)N2CCC(CC2)O 1-(5-(6',8'-dihydrospiro[chromane-4,9'-pyrido[3',2':4,5]imidazo[2,1-c][1,4]oxazin]-2'-yl)pyrimidin-2-yl)piperidin-4-ol